2-Chloro-N-(4-chloro-3-methylisoxazol-5-yl)pyridine-3-sulfonamide ClC1=NC=CC=C1S(=O)(=O)NC1=C(C(=NO1)C)Cl